BrC=1C=C2C(=C(NC2=CC1F)C=1C(=NC=C(C1)N1CCN(CC1)CC(F)(F)F)[C@H](C)OC)CC(CO[Si](C1=CC=CC=C1)(C1=CC=CC=C1)C(C)(C)C)(C)C [3-[5-bromo-6-fluoro-2-[2-[(1S)-1-methoxyethyl]-5-[4-(2,2,2-trifluoroethyl)piperazin-1-yl]-3-pyridyl]-1H-indol-3-yl]-2,2-dimethyl-propoxy]-tert-butyl-diphenyl-silane